2-(2,6-dioxopiperidin-3-yl)-5-(3-((1-(2-(4-(1,2-diphenylbut-1-en-1-yl)phenoxy)ethyl)piperidin-4-yl)methyl)-3,8-diazabicyclo[3.2.1]octane-8-yl)isoindoline-1,3-dione O=C1NC(CCC1N1C(C2=CC=C(C=C2C1=O)N1C2CN(CC1CC2)CC2CCN(CC2)CCOC2=CC=C(C=C2)C(=C(CC)C2=CC=CC=C2)C2=CC=CC=C2)=O)=O